NC1=NC=C(C=N1)C=1N=C(C=2N(C1)C=C(N2)C(=O)N2CCN(CC2)CC2=CC=C(S2)C=2C=C1CCC(N(C1=CC2)C(C)=O)C)N2CCOCC2 1-(6-(5-((4-(6-(2-aminopyrimidin-5-yl)-8-morpholinoimidazo[1,2-a]pyrazine-2-carbonyl)piperazin-1-yl)methyl)thiophen-2-yl)-2-methyl-3,4-dihydroquinolin-1(2H)-yl)ethan-1-one